C(C=C)(=O)OC(C)S(=O)(=O)O acryloyloxyethane-1-sulphonic acid